COC(=O)[C@H]1[C@@H](CC=CC1)C(=O)OC trans-dimethylcyclohex-4-en-1,2-dicarboxylate